[Fe]=S.[Pb] lead-iron sulphide